(R/S)-5-[4-(5-fluoro-2-methoxyphenyl)-2-hydroxy-4-methyl-2-(trifluoromethyl)-pentylamino]isobenzofuran-1(3H)-one FC=1C=CC(=C(C1)C(C[C@@](CNC=1C=C2COC(C2=CC1)=O)(C(F)(F)F)O)(C)C)OC |r|